CC(C[C@@H]([C@@H](C=C)CSC1=CC=CC=C1)O)CCC=C(C)C (3R,4S)-6,10-dimethyl-3-((phenylthio)methyl)undeca-1,9-dien-4-ol